(Z)-(3-(3-(2-naphthyl)-1-(m-tolyl)-1H-4-pyrazolyl)acryloyl)-L-tryptophan C1=C(C=CC2=CC=CC=C12)C1=NN(C=C1\C=C/C(=O)N[C@@H](CC1=CNC2=CC=CC=C12)C(=O)O)C=1C=C(C=CC1)C